(R)-(1-(5-fluoro-1-(methylsulfonyl)spiro[indoline-3,4'-piperidin]-1'-yl)-1-carbonyl-3-((phenyl-d5)methoxy-d2)propan-2-yl)carbamic acid tert-butyl ester C(C)(C)(C)OC(N[C@H](C(=C=O)N1CCC2(CC1)CN(C1=CC=C(C=C12)F)S(=O)(=O)C)COC([2H])([2H])C1=C(C(=C(C(=C1[2H])[2H])[2H])[2H])[2H])=O